(5-(difluoromethyl)pyridin-2-yl)ethan-1-ol FC(C=1C=CC(=NC1)C(C)O)F